phenylethyl adipate C(CCCCC(=O)[O-])(=O)OCCC1=CC=CC=C1